rac-(R)-1-(3,3-difluoro-2,3-dihydrobenzofuran-7-yl)ethanamine hydrochloride Cl.FC1(COC2=C1C=CC=C2[C@@H](C)N)F |r|